tert-butyl (2R,5R)-4-(bis(4-fluorophenyl)methyl)-2,5-dimethylpiperazine-1-carboxylate FC1=CC=C(C=C1)C(N1C[C@H](N(C[C@H]1C)C(=O)OC(C)(C)C)C)C1=CC=C(C=C1)F